N1-(2-(furan-3-yl)-6-methylthieno[2,3-d]pyrimidin-4-yl)-N2-(4'-(trifluoromethoxy)-[1,1'-biphenyl]-4-yl)ethane-1,2-diamine O1C=C(C=C1)C=1N=C(C2=C(N1)SC(=C2)C)NCCNC2=CC=C(C=C2)C2=CC=C(C=C2)OC(F)(F)F